3-(5-(6-Amino-3-fluoro-4-methylpyridin-2-yl)-4-fluoro-1-oxoisoindolin-2-yl)piperidine-2,6-dione NC1=CC(=C(C(=N1)C=1C(=C2CN(C(C2=CC1)=O)C1C(NC(CC1)=O)=O)F)F)C